2-((3S,5S)-1-(4-methoxybenzyl)-5-(4-(trifluoromethyl)phenyl)piperidin-3-yl)acetic acid COC1=CC=C(CN2C[C@@H](C[C@H](C2)C2=CC=C(C=C2)C(F)(F)F)CC(=O)O)C=C1